FC=1C=C(C=NC1OCC1=C(C=CC=C1)F)CC1=NOC(=C1)C=1C(=NC=CC1)N 3-(3-((5-fluoro-6-((2-fluorobenzyl)oxy)pyridin-3-yl)methyl)isoxazol-5-yl)pyridin-2-amine